BrC(C(=O)N)(C)C 2-bromo-2-methyl-propanamide